FC=1C=C(CNC(C2=CC=CC=C2)=O)C=C(C1F)F N-(3,4,5-trifluorobenzyl)benzamide